ClC1=C(C=CC=C1OC)C1=CC2=C(N=C(N=C2)N[C@H]2[C@H](COC2)NC(C=C)=O)C(=N1)NCCN1CCN(CC1)C N-((3R,4S)-4-((6-(2-chloro-3-meth-oxyphenyl)-8-((2-(4-methylpiperazin-1-yl)ethyl)amino)pyrido[3,4-d]pyrimidin-2-yl)amino)tetrahydrofuran-3-yl)acrylamide